8-(2,5-diazabicyclo[2.2.2]octan-2-yl)-1-chloro-3-(5-(difluoromethyl)-1,3,4-thiadiazol-2-yl)-N-(1-methylcyclopropyl)imidazo[1,5-a]pyridine-6-sulfonamide formate C(=O)O.C12N(CC(NC1)CC2)C=2C=1N(C=C(C2)S(=O)(=O)NC2(CC2)C)C(=NC1Cl)C=1SC(=NN1)C(F)F